COC(CS(=O)(=O)C1=NC(=C(C=C1)Br)OC)=O 2-((5-bromo-6-methoxypyridin-2-yl)sulfonyl)acetic acid methyl ester